BrC1=CC=C(C=C1)C(C)(C)NC(C=C)=O N-(2-(4-bromophenyl)propan-2-yl)acrylamide